C(C)(C)(C)OC(=O)C1(CCOCC1)C1=CC(=C(C=C1)Cl)C(F)(F)F 4-(4-chloro-3-(trifluoromethyl)phenyl)tetrahydro-2H-pyran-4-carboxylic acid tert-butyl ester